(-)-(S)-2-(4-chlorobenzoyl)-3-fluoro-5-(1-hydroxy-1-(tetrahydro-2H-pyran-4-yl)propyl)benzoic acid ClC1=CC=C(C(=O)C2=C(C(=O)O)C=C(C=C2F)[C@](CC)(C2CCOCC2)O)C=C1